ClC=1C=C(CN2C[C@@H](OCC2)CNC(CSC=2SC3=NC=CC=C3N2)=O)C=CC1Cl (2S)-N-{[4-(3,4-dichlorobenzyl)morpholin-2-yl]methyl}([1,3]thiazolo[5,4-b]pyridin-2-ylsulfanyl)acetamide